COC1=NC=C(C(=N1)OC)C=1C=C(C=2N(N1)C=CN2)N2CC(C2)C=2C=C(C(=O)OC)C=CC2 Methyl 3-(1-(6-(2,4-dimethoxypyrimidin-5-yl)imidazo[1,2-b]pyridazin-8-yl)azetidin-3-yl)benzoate